COS(=O)(=O)O.C(C1=CC=CC=C1)=C1C2=CC(C(C1)(C2(C)C)C)=O benzylidene-camphen-2-one methyl-sulfate